N1(CCC1)C1=CC=C(C=N1)N1C(N(C2=C1C=CC=C2)CC2CCC(CC2)NC(C2=C(N=CC(=C2)Cl)C)=O)=O N-((1r,4r)-4-((3-(6-(azetidin-1-yl)pyridin-3-yl)-2-oxo-2,3-dihydro-1H-benzo[d]imidazol-1-yl)methyl)cyclohexyl)-5-chloro-2-methyl-nicotinamide